FC(OC1=CC=C(C=C1)N1C(C(=NC=2C=NC(=NC12)OCC)C=1C=CC2=C(N(C(=N2)C(C)(C)O)C)C1)=O)F 8-(4-(difluoromethoxy)phenyl)-2-ethoxy-6-(2-(2-hydroxypropan-2-yl)-1-methyl-1H-Benzo[d]imidazol-6-yl)pteridin-7(8H)-one